tert-butyl 4-((tert-butyldimethylsilyl) oxy)-3-(hydroxymethyl)-3-methylpyrrolidine-1-carboxylate [Si](C)(C)(C(C)(C)C)OC1C(CN(C1)C(=O)OC(C)(C)C)(C)CO